(R)-8-chloro-4-((3-chloro-4-fluorophenyl)amino)-6-((1-(2,5-dichlorothiophen-3-yl)prop-2-yn-1-yl)amino)quinoline-3-carbonitrile ClC=1C=C(C=C2C(=C(C=NC12)C#N)NC1=CC(=C(C=C1)F)Cl)N[C@H](C#C)C1=C(SC(=C1)Cl)Cl